PYRAZOLIN N1NC=CC1